O1C(C1)CC1CN(C(O1)=O)C1=NC2=C(OCC(N2COCC[Si](C)(C)C)=O)N=C1 Racemic-6-[5-(oxiran-2-ylmethyl)-2-oxo-oxazolidin-3-yl]-4-(2-trimethylsilyl-ethoxymethyl)pyrazino[2,3-b][1,4]oxazin-3-one